pentaerythritol tetrakis[3-[3,5-bis(1,1-dimethylethyl)-4-hydroxyphenyl]-propionate] CC(C)(C)C=1C=C(C=C(C1O)C(C)(C)C)CCC(=O)OCC(COC(CCC1=CC(=C(C(=C1)C(C)(C)C)O)C(C)(C)C)=O)(COC(CCC1=CC(=C(C(=C1)C(C)(C)C)O)C(C)(C)C)=O)COC(CCC1=CC(=C(C(=C1)C(C)(C)C)O)C(C)(C)C)=O